tert-butyl [(1r,4r)-4-{2-[8-fluoro-6-hydroxy-7-(1,1,4-trioxo-1λ6,2,5-thiadiazolidin-2-yl)-3,4-dihydroisoquinolin-2(1H)-yl]ethyl}cyclohexyl]carbamate FC=1C(=C(C=C2CCN(CC12)CCC1CCC(CC1)NC(OC(C)(C)C)=O)O)N1S(NC(C1)=O)(=O)=O